7-methylindol-4-ol CC1=CC=C(C=2C=CNC12)O